(fluoro(2-(((3S,6S,9aS)-3-((S)-3-(4-methoxypyridin-3-yl)pyrrolidine-1-carbonyl)-5-oxooctahydro-1H-pyrrolo[1,2-a]azepin-6-yl)carbamoyl)benzo[b]thiophen-5-yl)methyl)phosphonic acid FC(C1=CC2=C(SC(=C2)C(N[C@H]2CCC[C@@H]3N(C2=O)[C@@H](CC3)C(=O)N3C[C@@H](CC3)C=3C=NC=CC3OC)=O)C=C1)P(O)(O)=O